3-Chloro-6-(1,4,5,6-tetrahydropyridin-3-yl)pyridazine ClC=1N=NC(=CC1)C1=CNCCC1